C1(CCCC1)C1=CC(=C2C=NC(=NN21)N[C@H]2[C@@H](CN(CC2)S(=O)(=O)C)O)F (3R,4R)-4-((7-cyclopentyl-5-fluoropyrrolo[2,1-f][1,2,4]triazin-2-yl)amino)-1-(methylsulfonyl)piperidin-3-ol